C(C)(C)(C)OC(=O)N1C2CC(C(C1)C2)N.N[C@@H](CCCC)C2(OC1=C(C2)C(=C(C(=C1)F)Cl)C1=C(C(=O)N)C=CC(=C1F)OCCO)C1=CC=CC=C1 2-(2-((S)-1-aminopentyl)-5-chloro-6-fluoro-2-phenyl-2,3-dihydrobenzofuran-4-yl)-3-fluoro-4-(2-hydroxyethoxy)benzamide tert-butyl-5-amino-2-azabicyclo[2.2.1]heptane-2-carboxylate